[2-(2,3-epoxypropoxy)cyclohexyl][4-(2,3-epoxypropoxy)cyclohexyl]methane C(C1CO1)OC1C(CCCC1)CC1CCC(CC1)OCC1CO1